4-pentene sulfate S(=O)(=O)(O)O.CCCC=C